C(CCCCC)N(C(=O)N)CCCCCCCCC N-hexyl-N-nonylurea